acetamide trifluoroacetic acid salt FC(C(=O)O)(F)F.C(C)(=O)N